CN1N=CC(=C1)C1=CC(=NC2=CC=CC=C12)C=O 4-(1-methyl-1H-pyrazol-4-yl)quinoline-2-carbaldehyde